(3S)-8-(4-acryloylpiperazin-1-yl)-11-(5-chloro-2,4-difluorophenyl)-3-methoxy-10-(trifluoromethyl)-3,4-dihydro-2H,6H-[1,4]thiazepino[2,3,4-ij]quinazolin-6-one C(C=C)(=O)N1CCN(CC1)C1=NC(N2C3=C(C(=C(C=C13)C(F)(F)F)C1=C(C=C(C(=C1)Cl)F)F)SC[C@H](C2)OC)=O